(2R)-N-[2-(1-benzylpiperidin-4-yl)ethyl]-4-(3-cyano-4-methoxyphenyl)-2-methylpiperazine-1-carboxamide C(C1=CC=CC=C1)N1CCC(CC1)CCNC(=O)N1[C@@H](CN(CC1)C1=CC(=C(C=C1)OC)C#N)C